Methyl 4-bromo-5-chloro-6-methylpicolinate BrC1=CC(=NC(=C1Cl)C)C(=O)OC